tert-butyl(((3S,4R)-1-((4-methoxybenzyl)oxy)-4-methylhex-5-en-3-yl)oxy)dimethylsilane C(C)(C)(C)[Si](C)(C)O[C@@H](CCOCC1=CC=C(C=C1)OC)[C@@H](C=C)C